NC=1C2=C(N=CN1)N(C(=C2C2=CN(C(C=C2)=O)C2CC2)C2=CC=C(C=C2)NC(C(=C)C)=O)C N-(4-(4-amino-5-(1-cyclopropyl-6-oxo-1,6-dihydropyridin-3-yl)-7-methyl-7H-pyrrolo[2,3-d]pyrimidin-6-yl)phenyl)methacrylamide